4-(1-(2-(4-(trifluoromethyl)phenyl)acetyl)-2,3-dihydro-1H-pyrrolo[2,3-c]pyridin-4-yl)benzonitrile FC(C1=CC=C(C=C1)CC(=O)N1CCC=2C1=CN=CC2C2=CC=C(C#N)C=C2)(F)F